OB1OCC2=C1C=C(C=C2)C(=O)N(CC(=O)O)C[C@H](C)NC(=O)C=2C=CC1=C(B(OC1)O)C2 (S)-N-(1-hydroxy-1,3-dihydrobenzo[c][1,2]oxaborole-6-carbonyl)-N-(2-(1-hydroxy-1,3-dihydrobenzo[c][1,2]oxaborole-6-carboxamido)propyl)glycine